8-{[6-(tert-Butoxy)-5-(pyrrolidin-1-carbonyl)pyridin-2-yl]amino}-6-{[(1S,2S)-2-hydroxycyclohexyl]amino}imidazo[1,2-b]pyridazin-3-carbonitril C(C)(C)(C)OC1=C(C=CC(=N1)NC=1C=2N(N=C(C1)N[C@@H]1[C@H](CCCC1)O)C(=CN2)C#N)C(=O)N2CCCC2